FC(C=1C=C(C=C(C1)C(F)(F)F)C1=NN(C=N1)\C=C/1\C(N(C(N1CC=1C=NC=NC1)=O)CCO)=O)(F)F (Z)-5-((3-(3,5-bis(trifluoromethyl)phenyl)-1H-1,2,4-triazol-1-yl)methylene)-3-(2-Hydroxyethyl)-1-(pyrimidin-5-ylmethyl)imidazolidine-2,4-dione